6-acetamido-4-{[3-methoxy-4-(1-methyl-1H-1,2,4-triazol-3-yl)pyridin-2-yl]amino}-N-(2H3)methylpyridazine-3-carboxamide C(C)(=O)NC1=CC(=C(N=N1)C(=O)NC([2H])([2H])[2H])NC1=NC=CC(=C1OC)C1=NN(C=N1)C